rac-2-tert-butyl 3-methyl 2-azaspiro[4.4]non-7-ene-2,3-dicarboxylate C1N([C@H](CC12CC=CC2)C(=O)OC)C(=O)OC(C)(C)C |r|